6-(2-(trifluoromethyl)pyrimidin-5-yl)benzo[d][1,3]dioxan-5-carbaldehyde FC(C1=NC=C(C=N1)C1=C(C2=C(OCOC2)C=C1)C=O)(F)F